((1R,3R,5S)-6-OXABICYCLO[3.1.0]HEXAN-3-YLOXY)(TERT-BUTYL)DIMETHYLSILANE [C@H]12CC(C[C@@H]2O1)O[Si](C)(C)C(C)(C)C